methyl-pyrimidine-4,5-diamine CC1=NC=C(C(=N1)N)N